bis[4-(vinyloxy) phenyl] phosphate P(=O)(OC1=CC=C(C=C1)OC=C)(OC1=CC=C(C=C1)OC=C)[O-]